hexadecamethylenedicarboxylic acid C(=O)(O)CCCCCCCCCCCCCCCCC(=O)O